Cl.NC(CO)C1C(C1)(F)F 2-amino-2-(2,2-difluorocyclopropyl)ethan-1-ol hydrochloride